C(C)(C)(C)OC(NC1=CC=NN1CCOC)=O (1-(2-methoxyethyl)-1H-pyrazol-5-yl)carbamic acid tert-butyl ester